19,20-dihydro-19-oxo-5H,17H-18,21-ethano-6,10:12,16-dimetheno-22H-imidazo[3,4-h][1,8,11,14]oxatriazacycloeicosine-9-carbonitrile O=C1CN2CC=3N(CC=4C=CC(=C(OC=5C=CC=C(CN1CC2)C5)C4)C#N)C=NC3